1,3-bis(methoxycarbonyl)-S-methyl-isothiourea COC(=O)NC(SC)=NC(=O)OC